(R)-2-(3-cyclopropyl-2-oxopyrrolidin-3-yl)acetonitrile C1(CC1)[C@]1(C(NCC1)=O)CC#N